N1(CCC1)CCCC=1C(=CC(N(C1)C(C(=O)O)C1=C(C=CC(=C1)Br)F)=O)C(F)(F)F 2-(5-(3-(azetidin-1-yl)propyl)-2-oxo-4-(trifluoromethyl)pyridin-1(2H)-yl)-2-(5-bromo-2-fluorophenyl)acetic acid